FC(OC=1C(=C(C=C(C1)[N+](=O)[O-])CN1CCOCC1)C)F 4-(3-(difluoromethoxy)-2-methyl-5-nitrophenylmethyl)morpholine